(6-methoxypyridin-3-yl)-2-[4-(pyrimidin-2-yl)piperazin-1-yl]ethanesulfonamide COC1=CC=C(C=N1)C(CN1CCN(CC1)C1=NC=CC=N1)S(=O)(=O)N